5-((2-(2-(tetrahydro-2H-pyran-4-yl)ethyl)-1,3-dioxolan-2-yl)methyl)-1,3,4-oxadiazol-2-amine O1CCC(CC1)CCC1(OCCO1)CC1=NN=C(O1)N